C(C1=CC=CC=C1)NC(C[N+]1(CCCCCC1)CC(=O)NC1=C(SC=C1C)C(N[C@H](C(=O)OC)CCCCNC(=O)OC(C)(C)C)=O)=O (S)-1-(2-(benzylamino)-2-oxoethyl)-1-(2-((2-((6-((tert-butoxycarbonyl)amino)-1-methoxy-1-oxohexan-2-yl)carbamoyl)-4-methylthiophen-3-yl)amino)-2-oxoethyl)azepan-1-ium